(R)-N-(4,4-difluoro-1-(oxetan-3-yl)pyrrolidin-3-yl)-6-fluoro-5-(1-(2-fluoroethyl)-1H-benzo[d]imidazol-6-yl)-4-methoxypyrrolo[2,1-f][1,2,4]triazin-2-amine FC1([C@@H](CN(C1)C1COC1)NC1=NN2C(C(=N1)OC)=C(C(=C2)F)C=2C=CC1=C(N(C=N1)CCF)C2)F